C1=CC=C2C(=C1)C3=C(O2)C4=CC=CC=C4OC3=O The molecule is a member of the class of coumestans that is 6H-[1]benzofuro[3,2-c]chromene substituted by an oxo group at position 6. It has a role as a phytoestrogen and a plant metabolite. It is a member of coumestans and a delta-lactone.